6-Cyano-N-methyl-2-oxo-N-phenylacetamide C(#N)C1=CC=CC=C1N(C(C=O)=O)C